((2,3-Difluoro-8-(4,4,5,5-tetramethyl-1,3,2-dioxaborolan-2-yl)naphthalen-1-yl)ethynyl)triisopropylsilane FC1=C(C2=C(C=CC=C2C=C1F)B1OC(C(O1)(C)C)(C)C)C#C[Si](C(C)C)(C(C)C)C(C)C